acetyl-sulfanilic acid triethylamine salt C(C)N(CC)CC.C(C)(=O)C1=C(S(=O)(=O)O)C=CC(=C1)N